[O+]1=CC=CC2=C1C=CC=C2.O2C(=O)C=CC1=CC=CC=C21 coumarin-benzopyrylium salt